Fluoro-4,6'-dimethyl-[3,4'-bipyridine]-2'-carboxylic acid FC1=NC=CC(=C1C1=CC(=NC(=C1)C)C(=O)O)C